OC(CCC(=O)O)CO 4,5-dihydroxy-pentanoic acid